Cl.FCC1(CCC1)N 1-(fluoromethyl)cyclobutan-1-amine hydrochloride